bis(2-methyl-4-(1-naphthyl)-indenyl)zirconium dichloride [Cl-].[Cl-].CC=1C(C2=CC=CC(=C2C1)C1=CC=CC2=CC=CC=C12)[Zr+2]C1C(=CC2=C(C=CC=C12)C1=CC=CC2=CC=CC=C12)C